heptanoic acid butyl ester C(CCC)OC(CCCCCC)=O